5-hydroxy-5-(3-methoxyphenyl)-N-phenyl-octahydrocyclopenta[c]pyrrole-2-carboxamide OC1(CC2C(CN(C2)C(=O)NC2=CC=CC=C2)C1)C1=CC(=CC=C1)OC